3-((tert-butyldimethylsilyl)oxy)-2-methylbenzoic acid methyl ester COC(C1=C(C(=CC=C1)O[Si](C)(C)C(C)(C)C)C)=O